2-(3,5-dichloro-4-(4-methoxyphenoxy)phenyl)-6-(difluoromethyl)-1,2,4-triazine-3,5(2h,4h)-dione ClC=1C=C(C=C(C1OC1=CC=C(C=C1)OC)Cl)N1N=C(C(NC1=O)=O)C(F)F